CCC=CCC=CCC=CCCCCCCCC 3,6,9-octadecatriene